6-(2-(4-Chlorophenyl)cyclobutyl)quinoline ClC1=CC=C(C=C1)C1C(CC1)C=1C=C2C=CC=NC2=CC1